2-(3,5-Dichloro-4-((2-(3-(trifluoromethyl)benzyl)-1-oxo-1,2,3,4-tetrahydroisoquinoline-6-yl)oxy)phenyl)-3,5-dioxo-2,3,4,5-tetrahydro-1,2,4-triazine-6-carboxylic acid ClC=1C=C(C=C(C1OC=1C=C2CCN(C(C2=CC1)=O)CC1=CC(=CC=C1)C(F)(F)F)Cl)N1N=C(C(NC1=O)=O)C(=O)O